C1(CCC1)C1CCN(CC1)C1=C(C=C(C=C1)NC=1N=C(C2=C(N1)SC=C2C)NC2=CC=CC(=N2)C(C)(C)O)OC 2-(6-((2-((4-(4-cyclobutylpiperidin-1-yl)-3-methoxyphenyl)amino)-5-methylthieno[2,3-d]pyrimidine-4-yl)amino)pyridin-2-yl)propan-2-ol